ClC=1C(=CC(=C(CN2[C@@H](CCCC2)C(=O)O)C1)OCC=1C=NC=C(C1)C#N)OCC1=C(C(=CC=C1)C=1C=CC2=C(N=C(O2)C2CCC(CC2)C(=O)OC)C1)C (S)-1-(5-chloro-2-((5-cyanopyridin-3-yl)methoxy)-4-((3-(2-(4-(methoxycarbonyl)cyclohexyl)benzo[d]oxazol-5-yl)-2-methylbenzyl)oxy)benzyl)piperidine-2-carboxylic acid